1-(4-hydroxy-3,5-diiodophenyl)ethanol OC1=C(C=C(C=C1I)C(C)O)I